ClC=1C=2C(N=C3N(C2C=CC1)C1=CC(=CC=C1C31CCCCC1)C1CCN(CC1)CC1CCN(CC1)C1=C(C=C(C=C1)C1C(NC(CC1)=O)=O)F)=O 3-(4-(4-((4-(4'-chloro-5'-oxo-5'H-spiro[cyclohexane-1,7'-indolo[1,2-a]quinazolin]-10'-yl)piperidin-1-yl)methyl)piperidin-1-yl)-3-fluorophenyl)piperidine-2,6-dione